7-(3,4-dimethylphenyl)-2-oxo-1,2-dihydro-1,8-naphthyridine-3-carboxylic acid CC=1C=C(C=CC1C)C1=CC=C2C=C(C(NC2=N1)=O)C(=O)O